2-{[(1R)-1-(4-chlorophenyl)-7-fluoro-5-{1-hydroxy-1-[trans-4-hydroxycyclohexyl]propyl}-3-oxo-1-[(3S)-oxocyclopent-3-yloxy]-2,3-dihydro-1H-isoindol-2-yl]methyl}pyrimidine-5-carbonitrile ClC1=CC=C(C=C1)[C@@]1(N(C(C2=CC(=CC(=C12)F)C(CC)([C@@H]1CC[C@H](CC1)O)O)=O)CC1=NC=C(C=N1)C#N)O[C@@H]1CC(CC1)=O